N-((4,6-Dimethyl-2-oxo-1,2-dihydropyridin-3-yl)methyl)-5-(ethyl(tetrahydro-2H-Pyran-4-yl)amino)-4-methyl-4'-(4-(methylamino)piperidin-1-yl)-[1,1'-biphenyl]-3-carboxamide CC1=C(C(NC(=C1)C)=O)CNC(=O)C=1C=C(C=C(C1C)N(C1CCOCC1)CC)C1=CC=C(C=C1)N1CCC(CC1)NC